FCCNC(=O)C=1C=NN2C1N=C(C=C2NC)NC=2C(N(C=CC2)N2C=CC=C2)=C=O N-(2-Fluoroethyl)-7-(methylamino)-5-((2-carbonyl-1-(1H-pyrrol-1-yl)-1,2-dihydropyridin-3-yl)amino)pyrazolo[1,5-a]pyrimidine-3-carboxamide